2-fluoro-N-(3-fluorobenzyl)-5-((4-oxo-3,4-dihydro-phthalazin-1-yl)methyl)benzamide FC1=C(C(=O)NCC2=CC(=CC=C2)F)C=C(C=C1)CC1=NNC(C2=CC=CC=C12)=O